dimethoxymelamine CON(C1=NC(=NC(=N1)N)N)OC